4-(N,N-dipropylaminosulfonyl)benzoic acid C(CC)N(S(=O)(=O)C1=CC=C(C(=O)O)C=C1)CCC